butyl 3-{3-[(7S)-4-[5-(5-fluoro-2-methoxypyridin-4-yl)-1H-pyrazole-3-carbonyl]-4-azaspiro[2.5]octane-7-amido]pyrrolidin-1-yl}-1-oxa-6-azaspiro[3.3]heptane-6-carboxylate FC=1C(=CC(=NC1)OC)C1=CC(=NN1)C(=O)N1C2(CC2)C[C@H](CC1)C(=O)NC1CN(CC1)C1COC12CN(C2)C(=O)OCCCC